C(\C=C(/C)\CCC[C@H](C)CCC[C@H](C)CCCC(C)C)(=O)OC[C@@H](OC(\C=C(/C)\CCC[C@H](C)CCC[C@H](C)CCCC(C)C)=O)COP(=O)(O)OCCN 1,2-di-O-phytoyl-sn-glycero-3-phosphoethanolamine